1-acetyl-N-(1-acetylindolin-5-yl)-1H-indole-3-carboxamide C(C)(=O)N1C=C(C2=CC=CC=C12)C(=O)NC=1C=C2CCN(C2=CC1)C(C)=O